(S)-2-(5-ethyl-2-(3-fluoropiperidin-1-yl)-7-oxo-6-(piperazin-1-yl)-[1,2,4]triazolo[1,5-a]pyrimidin-4(7H)-yl)-N-(2-methyl-4-(trifluoromethyl)phenyl)acetamide C(C)C=1N(C=2N(C(C1N1CCNCC1)=O)N=C(N2)N2C[C@H](CCC2)F)CC(=O)NC2=C(C=C(C=C2)C(F)(F)F)C